2-(4-fluoro-phenyl)-cyclopropanecarboxylic acid (1-naphthalen-2-yl-ethyl)-amide C1=C(C=CC2=CC=CC=C12)C(C)NC(=O)C1C(C1)C1=CC=C(C=C1)F